4-[2-chloro-5-(tetrahydropyran-2-yloxymethyl)pyridine-3-carbonyl]-4-methyl-piperidine-1-carboxylic acid tert-butyl ester C(C)(C)(C)OC(=O)N1CCC(CC1)(C)C(=O)C=1C(=NC=C(C1)COC1OCCCC1)Cl